N*5*-(4-iodophenyl)-6-phenyl-[1,2,4]triazine-3,5-diamine IC1=CC=C(C=C1)NC=1N=C(N=NC1C1=CC=CC=C1)N